2-hydroxyethoxy-3-({[(2-methylpyridin-4-yl)methyl][(3S)-1-(pyridin-3-yl)piperidin-3-yl]amino}methyl)-1,4-dihydroquinolin-4-one hydrochloride Cl.OCCON1C=C(C(C2=CC=CC=C12)=O)CN([C@@H]1CN(CCC1)C=1C=NC=CC1)CC1=CC(=NC=C1)C